ClC1=CC(=C(C(=C1)C(F)(F)F)B1OC(C(O1)(C)C)(C)C)OCOC 2-(4-chloro-2-(methoxymethoxy)-6-(trifluoromethyl)phenyl)-4,4,5,5-tetramethyl-1,3,2-dioxaborolane